Ethyl-2,2,2-trifluoroethyl carbonate C(OC(C(F)(F)F)CC)([O-])=O